tert-butyl (2R,5S)-4-(7-benzyl-2-hydroxy-5,6,7,8-tetrahydropyrido[3,4-d]pyrimidin-4-yl)-2,5-dimethylpiperazine-1-carboxylate C(C1=CC=CC=C1)N1CC=2N=C(N=C(C2CC1)N1C[C@H](N(C[C@@H]1C)C(=O)OC(C)(C)C)C)O